C(C)C1=C(N=C2N1C=C(C(=C2)OC)C(=O)NC2=NN(C=N2)CC)C(C2=CC=CC=C2)(C2=CC=CC=C2)O 3-Ethyl-N-(1-ethyl-1H-1,2,4-triazol-3-yl)-2-(hydroxydiphenylmethyl)-7-methoxyimidazo[1,2-a]pyridine-6-carboxamide